C(C)(C)(C)OC(=O)N1[C@@H](C[C@H](C1)F)[C@H](C)O (2S,4R)-4-fluoro-2-[(1S)-1-hydroxyethyl]pyrrolidine-1-carboxylic acid tert-butyl ester